C1(CCCCC1)CN1N=C(C=2C1=NC=NC2N)CC2=CC=CC1=CC=CC=C21 1-(cyclohexylmethyl)-3-(naphthalen-1-ylmethyl)-1H-pyrazolo[3,4-d]pyrimidin-4-amine